ClC=1C=NN(C1B1OC(C(O1)(C)C)(C)C)C(C)C 4-chloro-1-isopropyl-5-(4,4,5,5-tetramethyl-1,3,2-dioxaborolan-2-yl)pyrazole